C1(CC1)CN1CCN(CC1)C(=O)C1CC2(CC(C2)NC(=O)NCC2=CC=C(C=C2)OC)C1 1-(6-(4-(cyclopropylmethyl)-piperazine-1-carbonyl)spiro[3.3]heptan-2-yl)-3-(4-methoxybenzyl)urea